1,3-dibromo-2-heptanone BrCC(C(CCCC)Br)=O